quinoline-4-carboxylate N1=CC=C(C2=CC=CC=C12)C(=O)[O-]